ethyl (3S)-7-(3-chloro-2-fluoro-6-(4-(trifluoromethyl)-1H-1,2,3-triazol-1-yl)phenyl)-5-oxo-1,2,3,5,8,8a-hexahydroindolizine-3-carboxylate ClC=1C(=C(C(=CC1)N1N=NC(=C1)C(F)(F)F)C1=CC(N2[C@@H](CCC2C1)C(=O)OCC)=O)F